(E)-(4-(1-(3-(2-((5,6-difluoro-2,3-dihydro-1H-inden-2-yl)amino) Pyrimidin-5-yl)acryloyl)pyrrolidin-3-yl)-1H-1,2,3-triazol-1-yl)methyl pivalate C(C(C)(C)C)(=O)OCN1N=NC(=C1)C1CN(CC1)C(\C=C\C=1C=NC(=NC1)NC1CC2=CC(=C(C=C2C1)F)F)=O